[3-(4-pyridyl)isoxazol-5-yl]methanone N1=CC=C(C=C1)C1=NOC(=C1)C=O